3-amino-4,4-dicyano-3-butenamide NC(CC(=O)N)=C(C#N)C#N